2-[9H-fluoren-9-ylmethoxycarbonyl(2-piperazin-1-ylethyl)amino]acetic acid C1=CC=CC=2C3=CC=CC=C3C(C12)COC(=O)N(CC(=O)O)CCN1CCNCC1